NC(C)(C)C1=CC=C(C=C1)[C@H]1[C@@H](C1)CC1=NN2C(=NC=3C(=CC(=CC3C2=N1)F)F)N 2-(((1S,2R)-2-(4-(2-aminopropan-2-yl)phenyl)cyclopropyl)methyl)-7,9-difluoro-[1,2,4]triazolo[1,5-c]quinazolin-5-amine